N1N=CC=2CCCC(C12)=O 1,4,5,6-tetrahydro-7H-indazol-7-one